O=C(CCC=O)C 4-Oxopentanal